N[C@H]1[C@@H](CCCC1)C1=C(C2=NC(=CC(=C2S1)NCC1=CC=CC=C1)Cl)C#CC 2-((1r,2r)-2-aminocyclohexyl)-N-benzyl-5-chloro-3-(prop-1-yn-1-yl)thieno[3,2-b]pyridin-7-amine